palladium dicyclohexyl[3,6-dimethoxy-2',4',6'-tri(propan-2-yl)biphenyl-2-yl]phosphane C1(CCCCC1)P(C1=C(C(=CC=C1OC)OC)C1=C(C=C(C=C1C(C)C)C(C)C)C(C)C)C1CCCCC1.[Pd]